(4S)-5-azaspiro[2.4]heptane-4,5-dicarboxylic acid, 5-(1,1-dimethylethyl) ester C1CC12[C@H](N(CC2)C(=O)OC(C)(C)C)C(=O)[O-]